3-(4-chloro-2,6-difluorophenyl)-2,7-dihydro-1H-2a,4,6,7,9,9a-hexaazadicyclopenta[cd,f]azulene ClC1=CC(=C(C(=C1)F)C1=NC2=CN=C3N(C4=C2N1CC4)N=CN3)F